COC1=C(C=C(C=N1)C1=CC=C2C(=NNC2=C1)C(=O)NC)C(N[C@@H]1C[C@@H](CC1)C1=CC=CC=C1)=O 6-(6-methoxy-5-{[(1S,3R)-3-phenylcyclopentyl]carbamoyl}-pyridin-3-yl)-N-methyl-1H-indazole-3-carboxamide